O([Si](C1=CC=CC=C1)(C1=CC=CC=C1)C(C)(C)C)C[C@@H]1N(CC=C1)C(=O)OC(C)(C)C Tert-butyl (R)-2-((tert-butyldiphenylsiloxy) methyl)-2,5-dihydro-1H-pyrrole-1-carboxylate